OCCCN(C(CCCCCCC\C=C/CCCCCCCC)=O)CCCO N,N-bis(3-hydroxypropyl)oleamide